trans-3-Methyl-2-octen CC(=CC)CCCCC